tert-Butyl (4-bromo-3-nitrophenyl)carbamate BrC1=C(C=C(C=C1)NC(OC(C)(C)C)=O)[N+](=O)[O-]